C(C)(C)(C)OC(=O)N1CC(C1)(C(=O)O)F 1-(t-butoxycarbonyl)-3-fluoroazetidine-3-carboxylic acid